Trimethyl-13-Oxabicyclo-[10.1.0]-trideca-4,8-dien CC1(C2(OC2CCC=CCCC=CC1)C)C